hafnium-iridium [Ir].[Hf]